COC1=CC=C(CC2=CN=CN2)C=C1 5-[4-Methoxybenzyl]imidazole